N-(1-(3-(3-fluoro-2-methylpyridin-4-yl)isoxazol-5-yl)cyclopropyl)-1-methyl-3-(trifluoromethyl)-1H-pyrazole-5-carboxamide FC=1C(=NC=CC1C1=NOC(=C1)C1(CC1)NC(=O)C1=CC(=NN1C)C(F)(F)F)C